NC1=C2N=CN(C2=NC=N1)[C@@H]1O[C@@H]([C@@H]2[C@H]1OC(O2)(C)C)CN(CCCCCCOCCOCCNC(OCC2=CC=CC=C2)=O)S(N)(=O)=O benzyl (2-(2-((6-((((3aR-4R,6R-6aR)-6-(6-amino-9H-purin-9-yl)-2,2-dimethyltetrahydrofuro[3,4-d][1,3]dioxol-4-yl)methyl)(sulfamoyl)amino)hexyl)oxy)ethoxy)ethyl)carbamate